COCC1=NN2C(N=CC=C2C(=O)N[C@H]2CCC3=CC=CC=C23)=C1C(=O)N 2-(Methoxymethyl)-N7-[(1S)-indan-1-yl]pyrazolo[1,5-a]pyrimidine-3,7-dicarboxamide